N[C@H](C)C=1C=C(C=C2C(C(=C(OC12)C=1C=NN(C1)C([2H])([2H])[2H])C)=O)C 8-[(1R)-1-Aminoethyl]-3,6-dimethyl-2-[1-(trideuteriomethyl)pyrazol-4-yl]chromen-4-one